S1C(=NC2=C1C=CC=C2)NC2=C(C=C(N=N2)N(C=2SC=C(N2)C(=O)O)CCCCO)C 2-[[6-(1,3-benzothiazol-2-ylamino)-5-methyl-pyridazin-3-yl]-(4-hydroxybutyl)amino]thiazole-4-carboxylic acid